OC1=C(C(=CC(=C1)C)C)C=1C=CC=2C(=NC(=CN2)[C@H]2CN(CCC2)C(=O)OC(C)(C)C)N1 tert-butyl (3R)-3-[6-(2-hydroxy-4,6-dimethyl-phenyl)pyrido[2,3-b]pyrazin-3-yl]piperidine-1-carboxylate